O=C1NC(CCC1N1C(C2=CC=C(C=C2C1)N1CCN(CC1)C(=O)OC(C)(C)C)=O)=O tert-butyl {4-[2-(2,6-dioxopiperidin-3-yl)-1-oxo-3H-isoindol-5-yl]piperazin-1-yl}formate